fluorofluoran FF